NCCCC1=C(C=CC=C1OCCCCC#C)OCCCCC#C 4-(3-aminopropyl)-3,5-bis(hex-5-ynyloxy)benzene